tert-butyl 3-(4-methyl-2'-(methylsulfinyl)-2,3,5',8'-tetrahydro-6'H-spiro[indene-1,7'-quinazolin]-4'-yl)-3,6-diazabicyclo[3.1.1]heptane-6-carboxylate CC1=C2CCC3(CCC=4C(=NC(=NC4C3)S(=O)C)N3CC4N(C(C3)C4)C(=O)OC(C)(C)C)C2=CC=C1